C(C)C1=CC(=C(CCN)C=C1OC)OC 4-ethyl-2,5-dimethoxyphenethylamine